C(CCCCCCC\C=C/CCCCCCCCCCCC)(=O)N (Z)-docosa-9-eneamide